COC1=CC=NC(=N1)NC 6-methoxy-N-methyl-pyrimidin-2-amine